N-phenyl-β-naphthylamine C1(=CC=CC=C1)NC1=CC2=CC=CC=C2C=C1